FC=1C=C(C=2C(=C(NC2C1)C1CN(CC1)CCOC)C(CC1=CC(=CC=C1)OC)=O)C(=O)OC methyl 6-fluoro-2-(1-(2-methoxy ethyl) pyrrolidin-3-yl)-3-(2-(3-methoxyphenyl) acetyl)-1H-indole-4-carboxylate